C[C@@H]1N(C2=CC=CC=C2[C@@H](C1)NC1CCC(CC1)NC=1OC=C(N1)C(=O)OCC)C(CC)=O ethyl 2-(((1R,4r)-4-(((2S,4R)-2-methyl-1-propionyl-1,2,3,4-tetrahydroquinolin-4-yl)amino)cyclohexyl)amino)oxazole-4-carboxylate